8-(9,9-diphenyl-9H-fluoren-2-yl)-6-(4-pyridin-3-yl-phenyl)-benzo[4,5]imidazo[1,2-a]pyridine C1(=CC=CC=C1)C1(C2=CC=CC=C2C=2C=CC(=CC12)C1=CC2=C(N=C3N2C=CC=C3)C(=C1)C1=CC=C(C=C1)C=1C=NC=CC1)C1=CC=CC=C1